5-acetylamino-4-hydroxy-2,7-naphthalenedisulfonic acid disodium [Na].[Na].C(C)(=O)NC1=C2C(=CC(=CC2=CC(=C1)S(=O)(=O)O)S(=O)(=O)O)O